O=C(C(=O)[C@@H]1N2C=CC(=C2CCC1)C(=O)O)NC(C(F)(F)F)C (R)-5-(2-oxo-2-((1,1,1-trifluoroprop-2-yl)amino)acetyl)-5,6,7,8-tetrahydroindolizine-1-carboxylic acid